6-(2-furanyl)-N-methyl-3-pyridinemethanamine O1C(=CC=C1)C1=CC=C(C=N1)CNC